1-(2,6-dichlorophenyl)-4-((1,2-dimethyl-1H-benzo[d]imidazol-5-yl)amino)-1H-pyrazole-3-carboxamide ClC1=C(C(=CC=C1)Cl)N1N=C(C(=C1)NC1=CC2=C(N(C(=N2)C)C)C=C1)C(=O)N